BrC1=C(N)C(=CC(=C1)C(C)(C)C)Br 2,6-dibromo-4-(tert-butyl)aniline